COC(=O)C1CCN(CC1)C1=CC=C(C=C1)CN 1-[4-(aminomethyl)phenyl]piperidine-4-carboxylic acid methyl ester